C(C)(C)(C)C1C=2C=C(C(NC2C=2C(=C3C=CC=NC3=C(C2)OC)C1)=O)C(=O)O 6-(tert-butyl)-12-methoxy-9-oxo-5,6,9,10-tetrahydroquinolino[7,8-f]quinoline-8-carboxylic acid